tert-butyl (2S,6S)-4-[4-[(6,8-dimethylimidazo[1,2-a]pyrazin-2-yl)carbamoyl]-2-methoxy-1,3-benzothiazol-7-yl]-2,6-dimethyl-piperazine-1-carboxylate CC=1N=C(C=2N(C1)C=C(N2)NC(=O)C2=CC=C(C1=C2N=C(S1)OC)N1C[C@@H](N([C@H](C1)C)C(=O)OC(C)(C)C)C)C